N-[4-amino-1-(2-trimethylsilylethoxymethyl)pyrazolo[4,3-c]pyridin-7-yl]-2-oxo-2-[(2R,5S)-2-[2-[2-(dimethylamino)-1-methyl-ethyl]-1,3-benzothiazol-5-yl]-5-methyl-1-piperidyl]acetamide NC1=NC=C(C2=C1C=NN2COCC[Si](C)(C)C)NC(C(N2[C@H](CC[C@@H](C2)C)C=2C=CC1=C(N=C(S1)C(CN(C)C)C)C2)=O)=O